2'-deoxyguanosine hydrate O.[C@@H]1(C[C@H](O)[C@@H](CO)O1)N1C=NC=2C(=O)NC(N)=NC12